CC([C@@H](C(N1[C@@H](CCC1)C(=O)N1CC(CCC1)C1=C(C=CC=C1)C)=O)NC(=O)C1=CC2=C(S1)C=CC(=C2)C(F)(F)P(O)(O)=O)(C)C ((2-(((2S)-3,3-dimethyl-1-oxo-1-((2S)-2-(3-(o-tolyl)piperidine-1-carbonyl)pyrrolidin-1-yl)butan-2-yl)carbamoyl)benzo[b]thiophen-5-yl)difluoromethyl)phosphonic acid